(S)-1-(4-amino-5-(3-chloro-1H-pyrrolo[2,3-b]pyridin-2-yl)-9,9-dimethyl-8,9-dihydropyrazino[1',2':1,5]pyrrolo[2,3-d]pyrimidin-7(6H)-yl)propan-2-ol NC=1C2=C(N=CN1)N1C(=C2C2=C(C=3C(=NC=CC3)N2)Cl)CN(CC1(C)C)C[C@H](C)O